S1C(=NC2=C1C=CC=C2)NS(=O)(=O)C=2C=C1C(C(NC1=CC2)=O)=C(C)C N-(benzo[d]thiazol-2-yl)-2-oxo-3-(propan-2-ylidene)indoline-5-sulfonamide